NCCC[Sn](CCCN)(CCCN)CCCN Tetra(3-aminopropyl)tin